CN1N=C2C(=CC(=CC2=C1)C=1N=C2N(C(C1)=O)C=C(C=C2)N2C[C@@H](N(CC2)C)C)C 2-(2,7-dimethyl-2H-indazol-5-yl)-7-[(3S)-3,4-dimethylpiperazin-1-yl]-4H-pyrido[1,2-a]pyrimidin-4-one